3-(trifluoromethyl)bicyclo[1.1.1]pentane-1-thiocarboxamide FC(C12CC(C1)(C2)C(N)=S)(F)F